ONC(C1=CC(=CC=C1)NC1=NC2=C(N1)C=C(C(=C2)C2=CC=CC=C2)C(F)(F)F)=O N-hydroxy-3-((5-phenyl-6-(trifluoromethyl)-1H-benzo[d]imidazol-2-yl)amino)benzamide